2,5-bis(tetrazolyl)terephthalic acid N1N=NN=C1C1=C(C(=O)O)C=C(C(=C1)C(=O)O)C1=NN=NN1